NC1=NN(C(=C1)[C@@H]1C[C@@H](CC1)OC(=O)NCCCCCCN1N=CC=C1C(=O)OCC)C(C)(C)C ethyl 1-(6-(((((1R,3S)-3-(3-amino-1-(tert-butyl)-1H-pyrazol-5-yl) cyclopentyl) oxy) carbonyl) amino) hexyl)-1H-pyrazole-5-carboxylate